The molecule is a nitroso compound that is the nitroso derivative of benzene; a diamagnetic hybrid of singlet O2 and azobenzene. It has a role as a xenobiotic metabolite. It is a nitroso compound and a member of benzenes. It derives from a benzene. C1=CC=C(C=C1)N=O